2-amino-1-hexadecanol NC(CO)CCCCCCCCCCCCCC